7-bromo-4,4-difluoro-1,2-dihydroisoquinolin-3-one BrC1=CC=C2C(C(NCC2=C1)=O)(F)F